[Pb].[Sb].[Sn] tin-antimony-lead